NC1=NN(C2=C(C=C(C(=C12)OC1=C(C=CC(=C1)F)Cl)NC(C1=CC(=CC(=C1)C(F)(F)F)F)=O)C#CC1(CC1)CO)C N-(3-Amino-4-(2-chloro-5-fluorophenoxy)-7-((1-(hydroxymethyl)cyclopropyl)ethynyl)-1-methyl-1H-indazol-5-yl)-3-fluoro-5-(trifluoromethyl)benzamide